2-(1-(5-cyclohexylpyridin-3-yl)cyclopropyl)-3,5,6,7,8,9-hexahydro-4H-pyrimido[5,4-c]azepin-4-one C1(CCCCC1)C=1C=C(C=NC1)C1(CC1)C=1NC(C=2CNCCCC2N1)=O